(R)-2-(5-ethyl-2-methoxyphenyl)-2-((R)-3-((5-(5,6,7,8-tetrahydro-1,8-naphthyridin-2-yl)pentyl)oxy)pyrrolidin-1-yl)acetic acid C(C)C=1C=CC(=C(C1)[C@H](C(=O)O)N1C[C@@H](CC1)OCCCCCC1=NC=2NCCCC2C=C1)OC